C1=CC=CC=2C3=CC=CC=C3C(C12)COC(=O)N[C@H](C(=O)O)CCCC(=O)NCCNC(=O)OC(C)(C)C (S)-2-((((9H-fluoren-9-yl)methoxy)carbonyl)amino)-6-((2-((tert-butoxycarbonyl)amino)ethyl)amino)-6-oxohexanoic acid